CC1=CC(=NC(=C1)C)NC1=CC(=CC=2N(C=NC21)C)C2=CC=C(C=C2)N2CCN(CC2)C(C)C N-(4,6-dimethylpyridin-2-yl)-6-(4-(4-isopropylpiperazin-1-yl)phenyl)-1-methyl-1H-benzo[d]imidazol-4-amine